N-(4-(3,4-dihydroisoquinolin-2(1H)-yl-6-d)-2-(ethylthio)-6-methylphenyl)-3,3-Dimethylbutanamide C1N(CCC2=CC(=CC=C12)[2H])C1=CC(=C(C(=C1)C)NC(CC(C)(C)C)=O)SCC